Benzyl (3-(6-(methylcarbamoyl)-2-phenyl-1H-indol-3-yl)cyclohexyl)carbamate CNC(=O)C1=CC=C2C(=C(NC2=C1)C1=CC=CC=C1)C1CC(CCC1)NC(OCC1=CC=CC=C1)=O